C(C)(C)(C)OC(=O)N1CC(C1)F 3-Fluoroazetidine-1-carboxylic acid tert-butyl ester